BrC1=C(C=C2C=NN(C2=C1)C)C#N 6-bromo-1-methylindazole-5-carbonitrile